(2-isopropylpyridin-3-yl)-3-methyl-7-(4-(1-methyl-4-(trifluoromethyl)-1H-imidazol-2-yl)phenyl)-5,6,7,8-tetrahydroimidazo[1,5-a]pyrazine C(C)(C)C1=NC=CC=C1C=1N=C(N2C1CN(CC2)C2=CC=C(C=C2)C=2N(C=C(N2)C(F)(F)F)C)C